AMINODISULFIDE NSSN